4,9-dimethyl-undecanoic acid CC(CCC(=O)O)CCCCC(CC)C